7,8-dihydro-6H-imidazo[1',2':1,5]pyrrolo[2,3-d]pyrimidin-4-amine N1=CN=C(C2=C1N1C(=C2)NCC1)N